SCCC(=O)OCC(COC(CCS)=O)(COC(CCS)=O)COC(CCS)=O Pentaerythritol Tetra(3-Mercaptopropionate)